FC(C1=CC=C(C=C1)N1C=2N(CC(=C1)CO)N=CN2)(F)F (4-(4-(trifluoromethyl)phenyl)-4,7-dihydro-[1,2,4]triazolo[1,5-a]pyrimidin-6-yl)methanol